COCC(=O)N1CCN(CC1)C1=NC(=NC(=C1C)NC1=NNC(=C1)C)SC 2-methoxy-1-(4-(5-methyl-6-((5-methyl-1H-pyrazol-3-yl)amino)-2-(methylthio)pyrimidin-4-yl)piperazin-1-yl)ethan-1-one